2-[4-(difluoromethyl)-7-methyl-6-(4-morpholinophenyl)indazol-2-yl]-2-spiro[6,7-dihydropyrrolo[1,2-c]imidazol-5,1'-cyclopropan]-1-yl-acetic acid ethyl ester C(C)OC(C(C1=C2N(C=N1)C1(CC1)CC2)N2N=C1C(=C(C=C(C1=C2)C(F)F)C2=CC=C(C=C2)N2CCOCC2)C)=O